2-(indol-3-yl)-2,3-dihydroquinazolin-4(1H)-one N1C=C(C2=CC=CC=C12)C1NC2=CC=CC=C2C(N1)=O